2-(4-methylcyclohexyl)-2-(3-methylpentyl)-1,3-dimethoxypropane CC1CCC(CC1)C(COC)(COC)CCC(CC)C